C(C)(C)OC(N[C@@H]1CC2=C(N(C=3C=CC(=CC23)C#N)CC2=NC=CC=C2)C1)=O |r| (R)- and (S)-(7-Cyano-4-pyridin-2-ylmethyl-1,2,3,4-tetrahydro-cyclopenta[b]indol-2-yl)-carbamic acid isopropyl ester